BrC=1C(=NC(=C(C1)F)N1C(N(C(=CC1=O)C(F)(F)F)C)=O)OC=1C(=NC=CC1)OCC(=O)OC methyl {[3-({3-bromo-5-fluoro-6-[3-methyl-2,6-dioxo-4-(trifluoromethyl)-3,6-dihydropyrimidin-1(2H)-yl]pyridin-2-yl}oxy)pyridin-2-yl]oxy}acetate